C(C)NS(=O)(=O)C(C(C(C(C(C(C(C(F)(F)F)(F)F)(F)F)(F)F)(F)F)(F)F)(F)F)(F)F n-ethyl-perfluorooctyl-sulfonamide